(R)-5-amino-4-methylpentan-1-ol NC[C@@H](CCCO)C